tetrabutyl-azanium C(CCC)[N+](CCCC)(CCCC)CCCC